tert-butyl (S)-(1-(3-fluoro-4-(methylcarbamoyl)phenyl)-3-hydroxypropan-2-yl)carbamate FC=1C=C(C=CC1C(NC)=O)C[C@@H](CO)NC(OC(C)(C)C)=O